3-methyl-3-phenylazetidine hydrochloride Cl.CC1(CNC1)C1=CC=CC=C1